2,4,6-trimethyl-3-cyclohexene-1-formaldehyde CC1C(C(CC(=C1)C)C)C=O